O1C(=CC=C1)CC1=CC(=NC(=N1)SC)N1N=NC2=C1C=CC(=C2)OC 1-[6-(furan-2-ylmethyl)-2-(methylsulfanyl)pyrimidin-4-yl]-5-Methoxy-1,2,3-benzotriazole